ClC1=CC=C(C=C1)[C@@]1(N(C(C2=CC(=CC=C12)C(C)(C)O)=O)CC1=CC=C(C=C1)Cl)OC (3R)-3-(4-chlorophenyl)-2-[(4-chlorophenyl)methyl]-6-(2-hydroxyprop-2-yl)-3-methoxy-2,3-dihydro-1H-isoindol-1-one